CSC(C#CC(C)C)=O 4-methylpent-2-ynethioic acid S-methyl ester